(isopropylamino)-1,5-naphthyridine-3-carboxamide C(C)(C)NC1=NC2=CC=CN=C2C=C1C(=O)N